5-(((Cyclopropylmethyl)amino)methyl)-N-(2-fluoro-5-((1s,3s)-3-methyl-1-(4-methyl-4H-1,2,4-triazol-3-yl)cyclobutyl)phenyl)-1-(4-fluorophenyl)-2-oxo-1,2-dihydropyridine-3-carboxamide C1(CC1)CNCC=1C=C(C(N(C1)C1=CC=C(C=C1)F)=O)C(=O)NC1=C(C=CC(=C1)C1(CC(C1)C)C1=NN=CN1C)F